C1=CC=C(C(=C1)S(=O)(=O)O)Cl chlorobenzenesulfonic acid